CN1C(C2=C(C(=C1)C1=C(C=CC(=C1)CS(=O)(=O)C)OC1=CC=C(C=C1)CCC1CCNCC1)C=CN2)=O 6-methyl-4-[5-(methylsulfonylmethyl)-2-[4-[2-(4-piperidyl)ethyl]phenoxy]phenyl]-1H-pyrrolo[2,3-c]pyridin-7-one